BrCCCC1=C(C=CC=C1)N(C1=CC=CC=C1)C1=CC=CC=C1 bromopropyl-(triphenylamine)